Cl.NCC#CC1=CC=C(C=N1)C#CCO 3-(6-(3-aminoprop-1-yn-1-yl)pyridin-3-yl)prop-2-yn-1-ol hydrochloride